C(C1=CC=CC=C1)(=O)N1CCC(CC1)CCCCNC(OC1=CC=CC=C1)=O phenyl N-[4-(1-benzoylpiperidin-4-yl)butyl]carbamate